C(C)(=O)OC(/C=C/C1=CC=CC=C1)[C@@H](C(=O)N1C(SC[C@@H]1CC1=CC=CC=C1)=S)C (4S,E)-5-((S)-4-benzyl-2-thioxothiazolidin-3-yl)-4-methyl-5-oxo-1-phenylpent-1-en-3-yl acetate